ClC1=C(N=C(N1C1=C(C=C(C=C1F)C[C@@H](C(F)(F)F)C)F)CC)C(=O)NCC1CCC(CC1)S(=O)(=O)C |o1:14| 5-Chloro-1-(2,6-difluoro-4-((S*)-3,3,3-trifluoro-2-methylpropyl)phenyl)-2-ethyl-N-(((1r,4S)-4-(methylsulfonyl)cyclohexyl)methyl)-1H-imidazole-4-carboxamide